ClC=1C=CC=2N(C(N=C(C2N1)N1[C@H](CN[C@@H](C1)CCC)C)=O)C 6-Chloro-1-methyl-4-((2S,5R)-2-methyl-5-propylpiperazin-1-yl)pyrido[3,2-d]pyrimidin-2(1H)-one